2,5-dimethyl-2,5-bis-(t-butyl-peroxy)hexane CC(C)(CCC(C)(OOC(C)(C)C)C)OOC(C)(C)C